ClC1=NC=C(C(=N1)C1=CC=C2CN(C(C2=C1)=O)CC(=O)N[C@H](C)C1=C(C=CC(=C1)OC)F)Cl (R)-2-(6-(2,5-dichloropyrimidin-4-yl)-1-oxo-isoindolin-2-yl)-N-(1-(2-fluoro-5-methoxyphenyl)ethyl)acetamide